C(C)(C)(C)C1C(CC12CCN(CC2)C(=O)OCCN2N=C(C(=C2)NC2=C1N=CN(C1=NC(=N2)Cl)C)OC)OC2=NC1=CC(=CC=C1N=C2)O 2-[4-[(2-chloro-9-methyl-purin-6-yl)amino]-3-methoxy-pyrazol-1-yl]ethanol tert-butyl-2-(7-hydroxyquinoxalin-2-yl)oxy-7-azaspiro[3.5]nonane-7-carboxylate